NC=1C(=C2C(=NC1C1=C(C(=CC=C1C)O)C)SC(=N2)C)C(=O)N 6-amino-5-(3-hydroxy-2,6-dimethylphenyl)-2-methylthiazolo[5,4-B]pyridine-7-carboxamide